C(C)(C)C1(NC(=NC(=N1)NC1=CC(=CC=C1)S(=O)(=O)C)C1=NC(=CC=C1)NC)N 2-isopropyl-6-(6-(methylamino)pyridin-2-yl)-N4-(3-(methylsulfonyl)phenyl)-1,3,5-triazine-2,4-diamine